(4-bromo-3-{[(dimethylamino)methylene]sulfamoyl}phenyl)-2-(2-chlorophenyl)acetamide BrC1=C(C=C(C=C1)C(C(=O)N)C1=C(C=CC=C1)Cl)S(N=CN(C)C)(=O)=O